OC1=C(C=C(\C=C\2/CCCN3C2=NC2=C(C3=O)C=NN2C)C=C1OC)OC (E)-9-(4-hydroxy-3,5-dimethoxy-benzylidene)-1-methyl-6,7,8,9-tetrahydropyrazolo[3,4-d]pyrido[1,2-a]pyrimidin-4(1H)-one